tert-butyl 4-(2-(N-(4-(hydrazinecarbonyl)benzyl)-N-phenylsulfamoyl)ethyl)piperazine-1-carboxylate N(N)C(=O)C1=CC=C(CN(S(=O)(=O)CCN2CCN(CC2)C(=O)OC(C)(C)C)C2=CC=CC=C2)C=C1